C(C)(C)(C)OC(=O)N1C2C=CC1C(C2S(=O)(=O)C2=CC=C(C)C=C2)=O.C(C)(C)OC2=C(N)C=C(C=C2)S(=O)(=O)C 2-isopropoxy-5-(methylsulfonyl)aniline tert-Butyl-5-oxo-6-tosyl-7-azabicyclo[2.2.1]hept-2-ene-7-carboxylate